O[C@@H](C(=O)N[C@@H](CC(=O)OCC)C=1C=C(C=C(C1F)C(F)(F)F)C1=C(C=C(C=C1CCCCC=C)F)F)CC=C Ethyl (S)-3-((R)-2-hydroxypent-4-enamido)-3-(2',4,4'-trifluoro-6'-(hex-5-en-1-yl)-5-(trifluoromethyl)-[1,1'-biphenyl]-3-yl)propanoate